[(isopropyl-d7)phenyl]pyridine C(C([2H])([2H])[2H])(C([2H])([2H])C1=C(C=CC=C1)C1=NC=CC=C1)([2H])[2H]